OCCCC(C(=O)O)(CO)C 3-hydroxyethyl-2-hydroxymethylmethylpropionic acid